2-methyl-1,3-dioxolan-2-acetic acid Ethyl ester C(C)OC(CC1(OCCO1)C)=O